2-Butanylethyl oxalate C(C(=O)[O-])(=O)OCCCCCC